IC(S(=O)(=O)C1=CC=C(C)C=C1)I p-[(Diiodomethyl)sulfonyl]toluene